1,5,7-trimethyl-N-(1-methyl-3-(trifluoromethyl)-1H-pyrazol-5-yl)-4-oxo-4,5-dihydro-1H-pyrrolo[3,2-c]pyridine-3-carboxamide CN1C=C(C=2C(N(C=C(C21)C)C)=O)C(=O)NC2=CC(=NN2C)C(F)(F)F